CN(C(OC(C)(C)C)=O)CC1=C(C=CC=C1)CNCC(NC=1C=C2C[C@@]3(CC2=CC1)C(NC1=NC=CC=C13)=O)=O tert-Butyl N-methyl-N-[[2-[[[2-oxo-2-[[(3R)-2-oxospiro[1H-pyrrolo[2,3-b]pyridine-3,2'-indane]-5'-yl]amino]ethyl]amino]methyl]phenyl]methyl]carbamate